COCCOC=1C=C(C(=NC1)N1CCN(CC1)CCN(C(OC(C)(C)C)=O)C)C(F)(F)F tert-butyl (2-{4-[5-(2-methoxyethoxy)-3-(trifluoromethyl)pyridin-2-yl]piperazin-1-yl}ethyl)methylcarbamate